magnesium bis(trifluoro ethoxy) borate B(OOCC(F)(F)F)(OOCC(F)(F)F)[O-].[Mg+2].FC(COOB(OOCC(F)(F)F)[O-])(F)F